(E)-4-((9-Ethoxy-8-methoxy-2,2-dimethyl-7-(3-methylbut-2-en-1-yl)-6-oxo-2H,6H-pyrano[3,2-b]xanthen-5-yl)oxy)but-2-enoic acid C(C)OC1=CC=2OC=3C=C4C(=C(C3C(C2C(=C1OC)CC=C(C)C)=O)OC/C=C/C(=O)O)C=CC(O4)(C)C